ethyl 2,4,6-trimethylbenzoylphosphonate CC1=C(C(=O)P(OCC)([O-])=O)C(=CC(=C1)C)C